OCCOC1=C(C=C(C=C1I)C(=O)C1=CC(=C(C(=C1)I)OCCO)I)I [4-(2-hydroxy ethoxy)-3,5-diiodophenyl] ketone